SC=1NC2=C(N1)C=CC(=C2)S(=O)(=O)[O-] 2-Mercapto-5-Benzimidazolsulfonat